(S)-2-(6-(ethoxycarbonyl)-1-(2-(4-iodophenyl)-2-isopropoxyethyl)-5-methyl-2,4-dioxo-1,2-dihydrothieno[2,3-d]pyrimidin-3(4H)-yl)-2-methylpropanoic acid C(C)OC(=O)C1=C(C2=C(N(C(N(C2=O)C(C(=O)O)(C)C)=O)C[C@@H](OC(C)C)C2=CC=C(C=C2)I)S1)C